C(C)(C)(C)C=1NC=C(N1)C=O 2-TERT-BUTYL-1H-IMIDAZOLE-4-CARBALDEHYDE